1-(Difluoromethyl)-4-fluoro-N'-((3-methyl-2-(trifluoromethyl)-6,7-dihydro-5H-cyclopenta[b]pyridin-4-yl)carbamoyl)-1H-pyrazole-3-sulfonimidamide FC(N1N=C(C(=C1)F)S(=O)(N)=NC(NC1=C2C(=NC(=C1C)C(F)(F)F)CCC2)=O)F